indene-3-yl malonate C(CC(=O)[O-])(=O)OC1=CCC2=CC=CC=C12